(2S)-2-amino-N-(2-(cycloocta-2-yn-1-yloxy)ethyl)-3-phenylpropionamide N[C@H](C(=O)NCCOC1C#CCCCCC1)CC1=CC=CC=C1